N1(CCOCC1)CC1(CCNCC1)O 4-((N-morpholinyl)methyl)piperidin-4-ol